C=CC(C)=C 4-cis-isoprene